1-(3-cyano-4,6-bis(trifluoromethyl)-pyridin-2-yl)-N-(4-fluorophenyl)-N-methylpyrrolidine-2-carboxamide C(#N)C=1C(=NC(=CC1C(F)(F)F)C(F)(F)F)N1C(CCC1)C(=O)N(C)C1=CC=C(C=C1)F